O=C1NC(CCC1N1CC2=CC(=C(C=C2C1)F)N1C(CN(CC1C)CC1CCN(CC1)CCOC1=CC=C(C=C1)C(=C(CC)C1=CC=CC=C1)C1=CC=C(C=C1)O)C)=O 2-(2,6-dioxopiperidin-3-yl)-5-fluoro-6-(4-((1-(2-(4-(1-(4-hydroxyphenyl)-2-Phenylbut-1-en-1-yl)phenoxy)ethyl)piperidin-4-yl)methyl)-2,6-dimethylpiperazin-1-yl)isoindoline